FC1=C(C=C(CNC(C(C)C)=O)C=C1)C=1NC(C=C(N1)C=1C=NC(=CC1)C(F)(F)F)=O N-(4-fluoro-3-{6-oxo-4-[6-(trifluoromethyl)pyridin-3-yl]-1,6-dihydropyrimidin-2-yl}benzyl)isobutyramide